COC(=O)C=1C=C2CCC3(C2=CC1)N(CCC1(C3)CC(C1)(F)F)CC1=C3C=CN(C3=C(C=C1OC)C)C(=O)OC(C)(C)C 1'-((1-(tert-butoxycarbonyl)-5-methoxy-7-methyl-1H-indol-4-yl)methyl)-3,3-difluoro-2'',3''-dihydrodispiro[cyclobutane-1,4'-piperidine-2',1''-indene]-5''-carboxylic acid methyl ester